CC=1N=C(SC1S(=O)(=O)N1CCN(CC1)C[C@H](C)NC1=NC=NC2=C(C=CC=C12)C=1C=NC=CC1)NC(OC)=O methyl N-[4-methyl-5-({4-[(2S)-2-{[8-(pyridin-3-yl)quinazolin-4-yl]amino}propyl]piperazin-1-yl}sulfonyl)-1,3-thiazol-2-yl]carbamate